N-(4-Methoxyphenyl)-N-methylbenzo[4,5]imidazo[1,2-a]pyrimidin-4-amine COC1=CC=C(C=C1)N(C1=CC=NC=2N1C1=C(N2)C=CC=C1)C